CNO N-methylhydroxylamine